N-(5-ethyl-2-nitrophenyl)-N-methylSulfonamide C(C)C=1C=CC(=C(C1)N(S(=O)=O)C)[N+](=O)[O-]